COC=1C(=CC2=CN(N=C2C1)C1CCC2(CC(N(C2)C)=O)CC1)C(=O)N 6-methoxy-2-((5r,8r)-2-methyl-3-oxo-2-azaspiro[4.5]Decane-8-yl)-2H-indazole-5-carboxamide